C(C)N(CC)CC=CC=O 4-(N,N-diethylamino)-1-oxo-2-buten